6-chloro-4-{4-[(3-fluoro-5-hydroxyphenyl)methyl]piperazin-1-yl}-1-methyl-2-oxo-1,2-dihydro-1,5-naphthyridine-3-carbonitrile ClC=1N=C2C(=C(C(N(C2=CC1)C)=O)C#N)N1CCN(CC1)CC1=CC(=CC(=C1)O)F